1-(2-(cyclohex-1-en-1-yl)-3-(2-fluorophenyl)quinolin-6-yl)-3-(2-hydroxybutyl)urea C1(=CCCCC1)C1=NC2=CC=C(C=C2C=C1C1=C(C=CC=C1)F)NC(=O)NCC(CC)O